The molecule is the citric acid salt of fentanyl, comprising equimolar amounts of citric acid and fentanyl. A mu-opioid receptor agonist, it is a potent opioid analgesic used in the management of labour pain, postoperative pain, and chronic intractable cancer pain. It is also widely used as the analgesic component of balanced anaesthesia. It has a role as a mu-opioid receptor agonist and an opioid analgesic. It contains a fentanyl. CCC(=O)N(C1CCN(CC1)CCC2=CC=CC=C2)C3=CC=CC=C3.C(C(=O)O)C(CC(=O)O)(C(=O)O)O